(S)-quinuclidin-3-yl (5-(4-isopropoxy-3,5-dimethylphenyl)-6-methoxy-2,2-dimethyl-2,3-dihydro-1H-inden-1-yl)carbamat C(C)(C)OC1=C(C=C(C=C1C)C=1C=C2CC(C(C2=CC1OC)NC(O[C@@H]1CN2CCC1CC2)=O)(C)C)C